ClC1=C(C=CC=C1Cl)CN(C(C(N)=O)=O)CC1=NC=CC=C1 N'-[(2,3-dichlorophenyl)methyl]-N'-(2-pyridylmethyl)oxamide